2-Hexyldecyl myristate C(CCCCCCCCCCCCC)(=O)OCC(CCCCCCCC)CCCCCC